di-(tert-butyl)(4-isopropylphenyl)phosphine C(C)(C)(C)P(C1=CC=C(C=C1)C(C)C)C(C)(C)C